(±)-rel-(2r,3r)-2-ethyl-3-(hydroxymethyl)piperazine-1-carboxylic acid tert-butyl ester C(C)(C)(C)OC(=O)N1[C@@H]([C@@H](NCC1)CO)CC |r|